(S)-2-(azidomethyl)-5-Methoxy-3,4-dihydro-2H-pyrrole N(=[N+]=[N-])C[C@H]1N=C(CC1)OC